2-(2,6-dichlorophenyl)-2-methyl-4-acetoxy-5-amino-3(2H)-furanone ClC1=C(C(=CC=C1)Cl)C1(OC(=C(C1=O)OC(C)=O)N)C